[N+](=O)([O-])C1=CC=C(C=C1)N1CCC(CC1)C(=O)N 1-(4-nitrophenyl)piperidine-4-carboxamide